ClC1=CC=C(C=C1)C(C(CC(C(C(C(F)(F)F)(F)F)(F)F)(F)F)C1=CC=CC=C1)=O 1-(4-chlorophenyl)-4,4,5,5,6,6,7,7,7-nonafluoro-2-phenylheptan-1-one